FC(OC=1C=C(C=CC1C=O)NC(OC(C)(C)C)=O)F tert-butyl [3-(difluoromethoxy)-4-formylphenyl]carbamate